2,3-difluoro-acrylonitrile FC(C#N)=CF